C1(CC1)C1=CC=C(C=C1)NC(=O)[C@@H]1N(C[C@H](C1)F)CC1=NC=CC2=C1OCO2 (2R,4S)-N-(4-cyclopropylphenyl)-1-([1,3]dioxolo[4,5-c]pyridin-4-ylmethyl)-4-fluoro-pyrrolidine-2-carboxamide